C1=CC=CC=2C3=CC=CC=C3OOC12 9,10-dihydro-9,10-dioxa-10-phosphaphenanthrene